6-bromo-3,8-dimethyl-[1,2,4]triazolo[4,3-a]pyridine BrC=1C=C(C=2N(C1)C(=NN2)C)C